5-chloro-1-(1-cyclopropyl-1H-pyrazol-4-yl)-6-[4-(4-methyl-4H-1,2,4-triazol-3-yl)piperidin-1-yl]-1H-indazole ClC=1C=C2C=NN(C2=CC1N1CCC(CC1)C1=NN=CN1C)C=1C=NN(C1)C1CC1